1-(3-bromophenyl)bicyclo[2.1.1]hexane-5-carboxylic acid BrC=1C=C(C=CC1)C12CCC(C1C(=O)O)C2